CP(=O)(C)C1=C(CNC(OC(C)(C)C)=O)C=CC(=C1)C#C Tert-butyl 2-(dimethylphosphoryl)-4-ethynylbenzylcarbamate